oxathiaphosphole 2-sulfide O1S(PC=C1)=S